methyl (S)-6-acetamido-2-(4-(2-(3-(((R)-1-((S)-1-methoxy-4-methyl-1-oxopentan-2-yl)-2-oxopyrrolidin-3-yl)amino)-3-oxopropyl)phenyl)-1H-1,2,3-triazol-1-yl)hexanoate C(C)(=O)NCCCC[C@@H](C(=O)OC)N1N=NC(=C1)C1=C(C=CC=C1)CCC(=O)N[C@H]1C(N(CC1)[C@H](C(=O)OC)CC(C)C)=O